BrC=1C=C2C(=NC=NC2=CC1F)O 6-bromo-7-fluoroquinazolin-4-ol